COS(=O)(=O)[O-].C(CCCCCCC\C=C/CCCCCCCC)(=O)[N+](C)(C)C(CCCCCCC\C=C/CCCCCCCC)=O dioleoyl-dimethylammonium methylsulfate